(S)-3-((S)-sec-butyl)-7-chloro-5-(pyridin-4-yl)-1,3-dihydro-2H-benzo[e][1,4]diazepin-2-one [C@H](C)(CC)[C@@H]1N=C(C2=C(NC1=O)C=CC(=C2)Cl)C2=CC=NC=C2